Silver-tin [Sn].[Ag]